1-Bromo-7-(2,2,2-trifluoroethyl)imidazo[1,5-a]pyrazin-8(7H)-one BrC=1N=CN2C1C(N(C=C2)CC(F)(F)F)=O